OCCNC(=O)C1=CC2=C(N(C(=N2)NC=2OC3=C(N2)C=CC(=C3)C(F)(F)F)C)C=C1 N-(2-hydroxyethyl)-1-methyl-2-((6-(trifluoromethyl)benzo[d]oxazol-2-yl)amino)-1H-benzo[d]imidazole-5-carboxamide